2,2-Bis(4-aminocyclohexyl)-butan NC1CCC(CC1)C(C)(CC)C1CCC(CC1)N